tert-butyl (S)-4-(1-(benzyloxy)-1-oxopropan-2-yl)piperazine-1-carboxylate C(C1=CC=CC=C1)OC([C@H](C)N1CCN(CC1)C(=O)OC(C)(C)C)=O